C(CCCCCC(=O)OCCC(CCCC)CCCC)(=O)OCC(COC(CCC(OCCCC\C=C/CC)OCCCC\C=C/CC)=O)COC(=O)OCC1CN(CCC1)CC 1-(3-((4,4-bis(((Z)-oct-5-en-1-yl)oxy)butanoyl)oxy)-2-(((((1-ethylpiperidin-3-yl)methoxy)carbonyl)oxy)methyl)propyl) 7-(3-butylheptyl) heptanedioate